heptadecan-9-yl 8-((3-(((5-(methoxymethyl)isoxazol-3-yl)methyl)sulfonamido)propyl)(8-oxo-8-(undecan-3-yloxy)octyl)amino)octanoate COCC1=CC(=NO1)CS(=O)(=O)NCCCN(CCCCCCCC(=O)OC(CCCCCCCC)CCCCCCCC)CCCCCCCC(OC(CC)CCCCCCCC)=O